ClC1=CC=2N(N=C1CC1C(NC[C@@H](C1)C(F)(F)F)=O)C=C(N2)[C@@H](NC(=O)C2=CC=NN2CC)C2CCC(CC2)(F)F N-((S)-(7-chloro-6-(((5R)-2-oxo-5-(trifluoromethyl)piperidin-3-yl)methyl)imidazo[1,2-b]pyridazin-2-yl)(4,4-difluorocyclohexyl)methyl)-1-ethyl-1H-pyrazole-5-carboxamide